2,7-dimethyloct-4-yne-3,6-diol CC(C)C(C#CC(C(C)C)O)O